ClC=1C(=C(C=CC1F)[C@@H](NC(=O)N1[C@@H](C(NC(C1([2H])[2H])([2H])[2H])=O)C)C1CC(C1)C(F)(F)F)F (R)-N-((S)-(3-chloro-2,4-difluorophenyl)((1r,3S)-3-(trifluoromethyl)cyclobutyl)methyl)-2-methyl-3-oxopiperazine-5,5,6,6-d4-1-carboxamide